O1CC(C1)NC1=CC=NC=C1 4-(oxetan-3-ylamino)pyridin